(iodomethyl-d2)cyclopropane IC([2H])([2H])C1CC1